Tert-butyl (4-((2-aminoethyl)amino)-4-oxobutyl)carbamate NCCNC(CCCNC(OC(C)(C)C)=O)=O